1-[3-(5-Aminothiophen-2-yl)phenyl]ethan-1-one NC1=CC=C(S1)C=1C=C(C=CC1)C(C)=O